6-tert-butyl-10-methoxy-9-(2-methylthiazol-5-yl)-2-oxo-6,7-dihydro-2H-pyrido[2,1-a]isoquinoline-3-carboxylic acid ethyl ester C(C)OC(=O)C=1C(C=C2N(C(CC3=CC(=C(C=C23)OC)C2=CN=C(S2)C)C(C)(C)C)C1)=O